ClC1=C(C=C(C=C1)NCC(=O)C1=CC=C(C=C1)C1=NOC(=N1)C(F)(F)F)C(F)(F)F 2-((4-chloro-3-(trifluoromethyl)phenyl)amino)-1-(4-(5-(trifluoromethyl)-1,2,4-oxadiazol-3-yl)phenyl)ethan-1-one